FC1=C(C=C(C=C1)F)[C@H]1[C@@H](C1)NC(N([C@H]1CN(CCC1)C=1N=NC=CC1)C)=O 3-[(1R,2S)-2-(2,5-difluorophenyl)cyclopropyl]-1-methyl-1-[(3R)-1-(pyridazin-3-yl)piperidin-3-yl]urea